C(C)C1(CN(CCC1)C=1C2=C(N=C(N1)OC[C@]13[C@H](N(CCC1)C)CCC3)C(=C(N=C2)C2=CC(=CC3=CC=C(C(=C23)C#C)F)O)F)O 3-ethyl-1-(7-(8-ethynyl-7-fluoro-3-hydroxy-naphthalen-1-yl)-8-fluoro-2-(((4aS,7aR)-1-methyloctahydro-4aH-cyclopenta[b]pyridin-4a-yl)methoxy)pyrido[4,3-d]pyrimidin-4-yl)piperidin-3-ol